5-fluoro-3-(3-hydroxyphenyl)-2-methyl-quinazolin-4(3H)-one FC1=C2C(N(C(=NC2=CC=C1)C)C1=CC(=CC=C1)O)=O